N-phenyl-2-((7-(4,4,5,5-tetramethyl-1,3,2-dioxaborolan-2-yl)naphthalen-2-yl)oxy)acetamide C1(=CC=CC=C1)NC(COC1=CC2=CC(=CC=C2C=C1)B1OC(C(O1)(C)C)(C)C)=O